COC(CN1C(=CC2=CC(=C(C=C12)F)F)C(=O)N1[C@H](CN(CC1)C([C@H](C1CCCCC1)NC(=O)OC(C)(C)C)=O)C)=O 2-(2-((S)-4-((S)-2-((tert-butoxycarbonyl)amino)-2-cyclohexylacetyl)-2-methylpiperazine-1-carbonyl)-5,6-difluoro-1H-indol-1-yl)acetic acid methyl ester